methoxy-2-methyl-4-(piperidin-4-yloxy)quinoline hydrochloride Cl.COC=1C(=NC2=CC=CC=C2C1OC1CCNCC1)C